FC(C=1N=C(OC1C(=O)N1[C@@H](C2=C(CC1)NC=N2)C=2OC1=C(N2)C(=CC=C1)F)C1(CC1)O)F (S)-(4-(difluoromethyl)-2-(1-hydroxycyclopropyl)oxazol-5-yl)(4-(4-fluorobenzo[d]oxazol-2-yl)-6,7-dihydro-1H-imidazo[4,5-c]pyridin-5(4H)-yl)methanone